hydrazino-amino-dithioformate N(N)NC(=S)[S-]